N-[(1S)-1-(dicyclopropylmethyl)-2-[[5-fluoro-1-[(1S)-1-(5-fluoro-2-methoxy-3-pyridyl)ethyl]pyrazol-4-yl]amino]-2-oxo-ethyl]-3-isopropyl-isoxazole-4-carboxamide C1(CC1)C([C@@H](C(=O)NC=1C=NN(C1F)[C@@H](C)C=1C(=NC=C(C1)F)OC)NC(=O)C=1C(=NOC1)C(C)C)C1CC1